C(C(C)C)(=O)OCC=1SC(=NN1)C1=CC=C(C=C1)N1CCC(CC1)OC1=C(C=CC(=C1)F)Cl (5-(4-(4-(2-chloro-5-fluorophenoxy)piperidin-1-yl)phenyl)-1,3,4-thiadiazol-2-yl)methyl isobutyrate